N-(4'-Chloro-1,1'-biphenyl-2-yl)acetamide ClC1=CC=C(C=C1)C1=C(C=CC=C1)NC(C)=O